N-(6-ACETYL-1-METHYL-1H-INDAZOL-7-YL)-1-(4-(TRIFLUOROMETHYL)PYRIDIN-2-YL)-1H-PYRAZOLE-4-SULFONAMIDE C(C)(=O)C1=CC=C2C=NN(C2=C1NS(=O)(=O)C=1C=NN(C1)C1=NC=CC(=C1)C(F)(F)F)C